4'-(4-(3-carbamoyl-5-methyl-1H-1,2,4-triazol-1-yl)benzyl)-[1,1'-biphenyl]-4-carboxylic acid tert-butyl ester C(C)(C)(C)OC(=O)C1=CC=C(C=C1)C1=CC=C(C=C1)CC1=CC=C(C=C1)N1N=C(N=C1C)C(N)=O